CCCCCCCCCCCCCCCC(=O)OC[C@H](COP(=O)([O-])OCC[N+](C)(C)C)OC(=O)CCCCCCC/C=C/C=C\CCCCCC 1-hexadecanoyl-2-(9E,11Z-octadecadienoyl)-sn-glycero-3-phosphocholine